1-(1-(4-(3-Fluoro-4-(trifluoromethoxy)phenoxy)pyridin-2-yl)piperidin-4-yl)-3-(pyridin-3-yl)thiourea FC=1C=C(OC2=CC(=NC=C2)N2CCC(CC2)NC(=S)NC=2C=NC=CC2)C=CC1OC(F)(F)F